N-(6-(4-((2-((2,6-dioxopiperidin-3-yl)amino)benzyl)(methyl)amino)piperidin-1-yl)-1-((1s,4s)-4-(hydroxymethyl)cyclohexyl)-1H-benzo[d]imidazol-2-yl)-3-(trifluoromethyl)benzamide O=C1NC(CCC1NC1=C(CN(C2CCN(CC2)C=2C=CC3=C(N(C(=N3)NC(C3=CC(=CC=C3)C(F)(F)F)=O)C3CCC(CC3)CO)C2)C)C=CC=C1)=O